5-[(2-fluorophenyl)methoxy]-2-methyl-N-(2-oxopyrrolidin-3-yl)-1-benzothiophene-3-carboxamide FC1=C(C=CC=C1)COC=1C=CC2=C(C(=C(S2)C)C(=O)NC2C(NCC2)=O)C1